2-HYDROXY-4-METHOXY-2-METHYLBUTANOIC ACID OC(C(=O)O)(CCOC)C